C(C)OC=C Ethoxyethylen